({bicyclo[1.1.1]pentan-1-yl}methyl)({2-[(4-{6-methoxyimidazo[1,5-a]pyridin-8-yl}-1H-1,2,3-triazol-1-yl)methyl]imidazo[1,2-a]pyridin-6-yl}methyl)amine C12(CC(C1)C2)CNCC=2C=CC=1N(C2)C=C(N1)CN1N=NC(=C1)C=1C=2N(C=C(C1)OC)C=NC2